N[C@H](C(=O)N1CCC(CC1)C(C)NC(=O)C=1C=C2CC(NC2=CC1Cl)=O)C N-(1-(1-((S)-2-aminopropionyl)piperidin-4-yl)ethyl)-6-chloro-2-oxoindoline-5-carboxamide